4-((1E,3E)-4-(6-(dimethylamino)naphthalen-2-yl)but-1,3-dien-1-yl)-1-methylpyridin-1-ium iodide [I-].CN(C=1C=C2C=CC(=CC2=CC1)/C=C/C=C/C1=CC=[N+](C=C1)C)C